BrC=1C=C2C(=NC1)NC=C2C(=O)C2=C(C(=CC=C2F)[N+](=O)[O-])Cl (5-bromo-1H-pyrrolo[2,3-b]pyridin-3-yl)-(2-chloro-6-fluoro-3-nitro-phenyl)methanone